C(C)(C)(C)C1=NC(=NO1)C(=O)NCC1=C(C=C(C=C1)C=1C=2N(C=C(N1)OCCOC)N=CC2)C 5-(tert-butyl)-N-(4-(6-(2-methoxyethoxy)pyrazolo[1,5-a]pyrazin-4-yl)-2-methylbenzyl)-1,2,4-oxadiazole-3-carboxamide